5,6-dimethoxy-1H-indole-2-carbaldehyde COC=1C=C2C=C(NC2=CC1OC)C=O